CN1CC(NCC1)C=1SC=CC1 4-methyl-2-(thiophen-2-yl)piperazine